C(=O)(O)C1=CC=C(OCC2=C(C=C(C(=C2)COC2=CC=C(C=C2)C(=O)O)COC2=CC=C(C=C2)C(=O)O)COC2=CC=C(C=C2)C(=O)O)C=C1 1,2,4,5-tetra[(4-carboxy)phenoxymethyl]Benzene